FC=1C(=CC=2C3=C(C=NC2C1)N(C(C31CN(C1)C1=C(C=CC=C1)F)=O)C)C=1C=C(C(=NC1)OCCNC(C)C)NS(=O)(=O)C N-(5-(7'-Fluoro-1-(2-fluorophenyl)-3'-methyl-2'-oxo-2',3'-dihydrospiro[azetidine-3,1'-pyrrolo[2,3-c]quinolin]-8'-yl)-2-(2-(isopropylamino)ethoxy)pyridin-3-yl)methanesulfonamide